ClC1=C(C(=C(C(=N1)C(=O)NC=1C=C2C(=NNC2=CC1)S(=O)(=O)C)C)C)C#N 6-Chloro-5-cyano-3,4-dimethyl-N-(3-(methylsulfonyl)-1H-indazol-5-yl)picolinamide